ClC1=CC=C(C=C1)[C@H]([C@@H]1[C@H]([C@H]([C@@H](C1)N1C=CC/2=C1NC=N\C2=N\NC(C)=O)O)O)O N'-((E)-7-((1R,2S,3R,4R)-4-((S)-(4-chlorophenyl)(hydroxy)methyl)-2,3-dihydroxycyclopentyl)-1,7-dihydro-4H-pyrrolo[2,3-d]pyrimidin-4-ylidene)acetohydrazide